N[C@@H]1CC[C@@H](N(C1)C(=O)C1=CC2=C(N(C(=N2)C2=CC=3C(=NC(=CC3)C3=C4CNC(C4=CC=C3)=O)N2CC2CC2)C)C(=C1)OC)C 4-(2-(5-((2S,5R)-5-amino-2-methylpiperidine-1-carbonyl)-7-methoxy-1-methyl-1H-benzo[d]imidazol-2-yl)-1-(cyclopropylmethyl)-1H-pyrrolo[2,3-b]pyridin-6-yl)isoindolin-1-one